rac-8-(benzyloxy)-6-chloro-1-(methylimino)-1,2,3,4-tetrahydro-1λ4-thiopyrano[3,2-b]pyridine 1-oxide C(C1=CC=CC=C1)OC1=C2C(=NC(=C1)Cl)CCC[S@@]2(=NC)=O |r|